tert-butyl (S)-4-(6-fluoro-7-(2-(hydroxymethyl)phenyl)-1-(2-isopropyl-4-methylpyridin-3-yl)-2-oxo-1,2-dihydropyrido[2,3-d]pyrimidin-4-yl)-3-methylpiperazine-1-carboxylate FC1=CC2=C(N(C(N=C2N2[C@H](CN(CC2)C(=O)OC(C)(C)C)C)=O)C=2C(=NC=CC2C)C(C)C)N=C1C1=C(C=CC=C1)CO